C(C=C)(=O)N1C[C@@H](N(CC1)C1=NC(N2C3=C(C(=C(C=C13)C#N)C1=C(C=C(C=C1)F)F)SCC2)=O)C 7-((S)-4-acryloyl-2-methylpiperazin-1-yl)-10-(2,4-difluorophenyl)-5-oxo-2,3-dihydro-5H-[1,4]thiazino[2,3,4-ij]quinazoline-9-carbonitrile